C(C)N(C[C@H](O)[C@@H](O)[C@H](O)[C@H](O)CO)CC N,N-Diethylglucamin